3-(2-{5-[(3R,5R)-3-amino-5-fluoropiperidine-1-carbonyl]-7-methoxy-1-methyl-1H-1,3-benzodiazol-2-yl}-1-(cyclopropylmethyl)-1H-pyrrolo[2,3-b]pyridin-6-yl)-4-hydroxybenzonitrile N[C@H]1CN(C[C@@H](C1)F)C(=O)C1=CC2=C(N(C(=N2)C2=CC=3C(=NC(=CC3)C=3C=C(C#N)C=CC3O)N2CC2CC2)C)C(=C1)OC